ClC1=CC(=C(C(=C1)F)COC1=NC=2CN(CCC2C=C1C(F)(F)F)C(=O)OC(C)(C)C)F tert-butyl 2-[(4-chloro-2,6-difluorophenyl)methoxy]-3-(trifluoromethyl)-6,8-dihydro-5H-1,7-naphthyridine-7-carboxylate